FS(C=1C=C(CN2C=CC3=CC(=CC=C23)NC(C=C)=O)C=CC1)(F)(F)(F)F N-(1-(3-(Pentafluoro-λ6-sulfanyl)benzyl)-1H-indol-5-yl)acrylamid